(5-(4-fluoro-6-((2S,6R)-2-(hydroxymethyl)-6-methylmorpholino)-1H-benzo[d]imidazol-2-yl)-1H-pyrrol-3-yl)(2-(trifluoromethyl)phenyl)methanone FC1=CC(=CC=2NC(=NC21)C2=CC(=CN2)C(=O)C2=C(C=CC=C2)C(F)(F)F)N2C[C@H](O[C@@H](C2)C)CO